(2S,3R,4S,5S)-N-(3-Carbamoyl-4-fluoro-phenyl)-3-[2-(difluoromethoxy)-4-fluoro-phenyl]-4,5-dimethyl-5-(trifluoromethyl)tetrahydrofuran-2-carboxamid C(N)(=O)C=1C=C(C=CC1F)NC(=O)[C@H]1O[C@@]([C@H]([C@@H]1C1=C(C=C(C=C1)F)OC(F)F)C)(C(F)(F)F)C